COCCN(C(=O)C1=NC2=CC=CC=C2C=C1)C N-(2-methoxyethyl)-N-methylquinoline-2-carboxamide